ethoxypyridin-2-amine C(C)OC=1C(=NC=CC1)N